tert-butyl 4-(4-mercaptophenyl)piperazine-1-carboxylate SC1=CC=C(C=C1)N1CCN(CC1)C(=O)OC(C)(C)C